CC(C)(C1CCC(CC1)O)C1CCC(CC1)O 4,4'-(1-Methylethyliden)bis[Cyclohexanol]